benzyl {(1R,3S,4S)-3-[(tert-butoxycarbonyl) (methyl)amino]-4-hydroxycyclopentyl}carbamate C(C)(C)(C)OC(=O)N([C@H]1C[C@H](C[C@@H]1O)NC(OCC1=CC=CC=C1)=O)C